C1=CC=CC=2C3=CC=CC=C3N(C12)C1=CC2=C(SC3=C2C=C(C=C3)N3C2=CC=CC=C2C=2C=CC=CC32)C=C1 2,8-di(9H-carbazol-9-yl)dibenzothiophene